octahydro-3aH-3,6-methanopyrrolo[3,2-b]pyridine N1CC2C3NCC(CC31)C2